C(CCC)OC1=C(C=C(C=C1)/C=C/C(=O)N[C@H](CC(C)C)C(=O)O)OC (E)-(3-(4-butoxy-3-methoxyphenyl)acryloyl)-D-leucine